Cl.Cl.N1C=CC=2C1=NC=C(C2)C2=CC1=C(O[C@@H](CN1)[C@@H](C1=CC=CC=C1)NCCC1=CC=C(C#N)C=C1)N=C2 4-(2-(((R)-((S)-7-(1H-pyrrolo[2,3-b]pyridin-5-yl)-2,3-dihydro-1H-pyrido[2,3-b][1,4]oxazin-3-yl)(phenyl)methyl)amino)ethyl)benzonitrile dihydrochloride